(S)-ethyl 5-(2-fluorophenyl)-6,7-dihydro-5H-pyrrolo[1,2-b][1,2,4]triazole-2-carboxylate FC1=C(C=CC=C1)[C@@H]1CCC=2N1N=C(N2)C(=O)OCC